3-(2,6-dichloro-3,5-dimethoxyphenyl)-7-((2-methyl-6-nitrophenyl)amino)-1-(3-morpholinopropyl)-1,6-naphthyridin ClC1=C(C(=C(C=C1OC)OC)Cl)C=1CN(C2=CC(=NC=C2C1)NC1=C(C=CC=C1[N+](=O)[O-])C)CCCN1CCOCC1